tert-butyl dioxo-1,4,6,7-tetrahydro-[1,3]oxazino[5,4-f]indole-8(2H)-carboxylate O=C1OC(NC2=C1C=C1CCN(C1=C2)C(=O)OC(C)(C)C)=O